5-(4-((6-(trifluoromethyl)pyrimidin-4-yl)oxy)phenyl)-1,3,4-oxadiazole-2-thiol FC(C1=CC(=NC=N1)OC1=CC=C(C=C1)C1=NN=C(O1)S)(F)F